(S)-7-(([1,1'-biphenyl]-4-carbonyl)glycyl)-N-((4-carbamimidoylthiophen-2-yl)methyl)-1,4-dioxa-7-azaspiro[4.4]nonane-8-carboxamide C1(=CC=C(C=C1)C(=O)NCC(=O)N1CC2(OCCO2)C[C@H]1C(=O)NCC=1SC=C(C1)C(N)=N)C1=CC=CC=C1